3-(5-(4-((1-(2-Fluoro-4-(3-(4-fluorophenyl)-7-hydroxychroman-4-yl)phenyl)piperidin-4-yl)methyl)piperazin-1-yl)-1-oxoisoindolin-2-yl)piperidin-2,6-dion FC1=C(C=CC(=C1)C1C(COC2=CC(=CC=C12)O)C1=CC=C(C=C1)F)N1CCC(CC1)CN1CCN(CC1)C=1C=C2CN(C(C2=CC1)=O)C1C(NC(CC1)=O)=O